2-(5-bromopyrimidin-2-yl)-2-methylpropanoic acid BrC=1C=NC(=NC1)C(C(=O)O)(C)C